BrC1=NN2C(N=C(C=C2)C2=CC(=C(C(=C2)F)C2CCCCC2)F)=C1C(=O)N1CC(C1)CF 2-bromo-5-(4-cyclohexyl-3,5-difluorophenyl)-3-(3-(fluoromethyl)azetidine-1-carbonyl)pyrazolo[1,5-a]Pyrimidine